O-1-Chloroethyl S-Methyl Carbonothioate C(OC(C)Cl)(SC)=O